(4-amino-2-methyl-5-nitrophenyl)acetamide tert-butyl-N-[2-(4,4-dimethylcyclohexen-1-yl)-6-(3,3,5,5-tetramethylpiperazin-1-yl)-3-pyridyl]carbamate C(C)(C)(C)OC(NC=1C(=NC(=CC1)N1CC(NC(C1)(C)C)(C)C)C1=CCC(CC1)(C)C)=O.NC1=CC(=C(C=C1[N+](=O)[O-])CC(=O)N)C